(R)-(+)-trans-(4-Pyridyl)-4-(1-aminoethyl)-cyclohexancarboxamid-dihydrochlorid Cl.Cl.N1=CC=C(C=C1)C1(CCC(CC1)[C@@H](C)N)C(=O)N